ClC=1C=C(C=CC1Cl)C=1N(C(=C(C(C1C(=O)O)=O)C)CN1N=C(C=C1)C(F)(F)F)CC 2-(3,4-dichlorophenyl)-1-ethyl-5-methyl-4-oxo-6-[[3-(trifluoromethyl)pyrazol-1-yl]methyl]pyridine-3-carboxylic acid